(((2-(5-methyl-2-(2,2,2-trifluoroethoxy)phenoxy)ethyl)amino)methyl)-4-oxoisochroman-6-carboxamide CC=1C=CC(=C(OCCNCC2OCC(C3=CC(=CC=C23)C(=O)N)=O)C1)OCC(F)(F)F